C(C1CO1)C1=C(S(=O)(=O)O)C=CC(=C1)C.S(=O)(=O)(OCC1CO1)C1=CC=C(C)C=C1 glycidyl tosylate (glycidyl tosylate)